(S)-1-((oxetan-2-yl)methyl)-2-((4-(6-((pyrazolo[1,5-a]pyridine-7-yl)methoxy)pyridin-2-yl)piperidin-1-yl)methyl)-1H-benzo[d]imidazole-6-carboxylate O1[C@@H](CC1)CN1C(=NC2=C1C=C(C=C2)C(=O)[O-])CN2CCC(CC2)C2=NC(=CC=C2)OCC2=CC=CC=1N2N=CC1